(difluoromethyl)-2-fluorobenzoic acid methyl ester COC(C1=C(C(=CC=C1)C(F)F)F)=O